OCC1(CC1)NC1CCN(CC1)C(=O)OCC1=CC=CC=C1 benzyl 4-[[1-(hydroxymethyl)-cyclopropyl]amino]piperidine-1-carboxylate